S(=O)(=O)(O)[Zn] sulfozinc